[(1R,4S)-7,7-Dimethyl-2-oxo-norbornan-1-yl]methanesulfonate CC1([C@@H]2CC([C@]1(CC2)CS(=O)(=O)[O-])=O)C